[2-Chloro-7-methoxy-6-(tetrahydro-furan-3-yloxy)-quinazolin-4-yl]-[1-(2-methyl-3-trifluoromethyl-phenyl)-ethyl]-amine ClC1=NC2=CC(=C(C=C2C(=N1)NC(C)C1=C(C(=CC=C1)C(F)(F)F)C)OC1COCC1)OC